CC1(C(OB(O1)C=1CCNCC1)(C)C)C 4-(tetramethyl-1,3,2-dioxaborolan-2-yl)-1,2,3,6-tetrahydropyridine